CC1C=CS(OC1)(=O)=O 5-methyl-5,6-dihydrooxathiine 2,2-dioxide